ClC=1C=CC=C2C(=CCOC12)C=1N=CNC1 4-(8-chloro-2H-chromen-4-yl)-1H-imidazole